3-(1-(1,3-Dimethyl-1H-pyrazol-4-carboxamido)-2,3-dihydro-1H-inden-5-yl)-1,2,4-oxadiazol CN1N=C(C(=C1)C(=O)NC1CCC2=CC(=CC=C12)C1=NOC=N1)C